Propyl-Gallate C(CC)C1=C(C(=O)[O-])C=C(C(=C1O)O)O